tert-Butyl N-[1-(2-ethyl-5-methoxy-4-nitro-phenyl)-4-piperidyl]-N-methyl-carbamate C(C)C1=C(C=C(C(=C1)[N+](=O)[O-])OC)N1CCC(CC1)N(C(OC(C)(C)C)=O)C